C(C)(C)(C)OC(=O)NCCC[C@@H](C(=O)OC)NC(C=CC1=CC=CC=C1)=O methyl (S)-5-((tert-butoxycarbonyl) amino)-2-cinnamoylaminopentanoate